The molecule is a polyketide obtainbed by allylic hydroxylation of dihydromonacolin L acid at the 3alpha-position. It has a role as an Aspergillus metabolite. It is a carbobicyclic compound, a polyketide and a hydroxy monocarboxylic acid. It derives from a dihydromonacolin L acid. It is a conjugate acid of a 3alpha-hydroxy-3,5-dihydromonacolin L carboxylate. C[C@@H]1CC[C@@H]2[C@H]([C@H]([C@@H](C=C2C1)O)C)CC[C@H](C[C@H](CC(=O)O)O)O